NC1(CCC2=CC=CC=C12)C(=O)O 1-aminoindane-1-carboxylic acid